5-((2R,4S)-2-(2-(2-aminoethoxy)-5-fluoropyridinyl)-4-fluoropyrrolidin-1-yl)pyrazolo[1,5-a]pyrimidine-3-carboxylic acid NCCOC1=NC=C(C=C1[C@@H]1N(C[C@H](C1)F)C1=NC=2N(C=C1)N=CC2C(=O)O)F